C(C)(=O)O/N=C(\C)/C1=CC(=CC=C1)Br (E)-[1-(3-bromophenyl)ethylidene]amino acetate